C(C1=CC=CC=C1)N1CCCC12CN(CC2)C=2C=NC(=CC2)[N+](=O)[O-] 1-benzyl-7-(6-nitropyridin-3-yl)-1,7-diazaspiro[4.4]nonane